tert-butyl (3R)-3-(2,3,5,7-tetramethylimidazo[1,2-a]pyrimidin-6-yl)oxypyrrolidine-1-carboxylate CC=1N=C2N(C(=C(C(=N2)C)O[C@H]2CN(CC2)C(=O)OC(C)(C)C)C)C1C